C1NCC12COC(OC2)CCN(C2=CC=C(C#N)C=C2)CC2=CC(=C(C=C2)Cl)F 4-((2-(6,8-dioxa-2-azaspiro[3.5]nonan-7-yl)ethyl)(4-chloro-3-fluorobenzyl)amino)benzonitrile